FC1=C(C=CC=C1)C=1C=C2C(=NC1)NC(=C2)C(=O)O 5-(2-fluorophenyl)-1H-pyrrolo[2,3-b]pyridine-2-carboxylic acid